C(CCC)N1CC(CC1)C#N butyl-(-)-pyrrolidine-3-carbonitrile